CC1=CC=CC(=N1)C1=NNC=C1C=1N=C2C=C(C=NC2=CC1)C=1SC=2CNCCC2N1 2-[6-[3-(6-methyl-2-pyridyl)-1H-pyrazol-4-yl]-1,5-naphthyridin-3-yl]-4,5,6,7-tetrahydrothiazolo[5,4-c]pyridine